ClC=1C=C2C(=NC(=NC2=C(C1C1=CC(=CC2=CC=C(C(=C12)C#C)F)O)F)OC[C@@]1(CN(CC[C@@H]1C(F)F)C)C)N1C[C@@](CCC1)(O)C (3R)-1-(6-chloro-2-(((3S,4S)-4-(difluoromethyl)-1,3-dimethylpiperidin-3-yl)methoxy)-7-(8-ethynyl-7-fluoro-3-hydroxynaphthalene-1-yl)-8-fluoroquinazolin-4-yl)-3-methylpiperidin-3-ol